N-(p-tolyl)-1-naphthylamine C1(=CC=C(C=C1)NC1=CC=CC2=CC=CC=C12)C